(S)-1-(7-((2-((1-ethyl-1H-pyrazol-4-yl)amino)-7H-pyrrolo[2,3-d]pyrimidin-4-yl)oxy)-5-azaspiro[2.4]heptan-5-yl)prop-2-en-1-one C(C)N1N=CC(=C1)NC=1N=C(C2=C(N1)NC=C2)O[C@@H]2CN(CC21CC1)C(C=C)=O